C(C)C1(COC1)COCCC[Si](C)(C)OC 3-ethyl-3-[{3-(methoxydimethylsilyl)propoxy}methyl]oxetane